(2S,2'S)-4,4'-((propane-1,3-diylbis(oxy))bis(5-methoxybenzo[b]thiophene-6,2-diyl))bis(2-methyl-4-oxobutanoic acid) C(CCOC=1C(=CC2=C(SC(=C2)C(C[C@@H](C(=O)O)C)=O)C1)OC)OC=1C(=CC2=C(SC(=C2)C(C[C@@H](C(=O)O)C)=O)C1)OC